C(=O)O.N[C@H](CC1=CC2=NC(=CC(=C2S1)NCC=1OC=CC1)Cl)C=C 2-[(2R)-2-aminobut-3-en-1-yl]-5-chloro-N-[(furan-2-yl)methyl]thieno[3,2-b]pyridin-7-amine formate